SCCN1CCCCC1 1-(2-mercaptoethyl)piperidine